ClC=1C=NC(=NC1)OC1=CC=CC2=C1NC(O2)=O 4-[(5-Chloropyrimidine-2-yl)oxy]benzo[d]oxazole-2(3H)-one